BrC1=CC(=CS1)C(=O)C1CC1 (5-bromothiophene-3-yl)(cyclopropyl)methanone